CC1=CC=C(C=C1)C(C)O 1-(4-methylphenyl)-ethanol